N-(4-fluoro-1-bicyclo[2.1.1]hexyl)-4-[[2-(2-fluorophenyl)acetyl]amino]pyridine-2-carboxamide FC12CCC(C1)(C2)NC(=O)C2=NC=CC(=C2)NC(CC2=C(C=CC=C2)F)=O